3-(6-(3-Methoxyphenyl)-5,7-dimethyl-1-oxo-1H-pyrrolo[3,4-d]pyridazin-2(6H)-yl)benzamide methyl-2-(1-oxo-6-trifluoromethylspiro[3H-isoquinoline-4,1'-cyclopropane]-2-yl)acetate COC(CN1C(C2=CC=C(C=C2C2(CC2)C1)C(F)(F)F)=O)=O.COC=1C=C(C=CC1)N1C(=C2C(N(N=CC2=C1C)C=1C=C(C(=O)N)C=CC1)=O)C